CC1=NN=C(N=N1)C1=CC=C(C=C1)CC(=O)NCCSSC1=NC=CC=C1 2-[4-(6-methyl-1,2,4,5-tetrazin-3-yl)phenyl]-N-[2-(pyridin-2-yldisulfanyl)ethyl]acetamide